COC1=CC=C(C(=N1)C)S(=O)(=O)N1CC2(C1)CC(CC2)=O 2-((6-methoxy-2-methylpyridin-3-yl)sulfonyl)-2-azaspiro[3.4]octan-6-one